2-phenanthrenecarboxylic acid amide C1=C(C=CC=2C3=CC=CC=C3C=CC12)C(=O)N